CC(C)(C1=CC(=CC=C1)C(C)(C)N=C=O)N=C=O m-tetramethylxylene diisocyanate